2-Amino-4-(3-(3-((S)-3,4-dimethylpiperazin-1-yl)-4-hydroxypyrrolidin-1-yl)-5-fluoro-7,9-dihydrofuro[3,4-f]quinazolin-6-yl)-7-fluorothieno[3,2-c]pyridine-3-carbonitrile NC1=C(C=2C(=NC=C(C2S1)F)C=1C2=C(C=3C=NC(=NC3C1F)N1CC(C(C1)O)N1C[C@@H](N(CC1)C)C)COC2)C#N